C1(CC1)C(CC(=O)C1CC1)=O 1,3-dicyclopropylpropane-1,3-dione